N-[2-(aminooxy)ethyl]Acetamide NOCCNC(C)=O